4-((((4-nitrophenoxy)carbonyl)oxy)methyl)phenyl 5-azidopentanoate N(=[N+]=[N-])CCCCC(=O)OC1=CC=C(C=C1)COC(=O)OC1=CC=C(C=C1)[N+](=O)[O-]